FC(CC1CN(C1)C=1C=C2C(=CC=NC2=CC1)C(=O)O)F 6-(3-(2,2-difluoroethyl)azetidin-1-yl)quinoline-4-carboxylic acid